N1(N=CC=C1)C=1C=C(CN(C2=CC=C(CN3C(CNCC3)=O)C=C2)CC2=CC(=CC=C2)OC)C=CC1 1-(4-((3-(1H-pyrazol-1-yl)benzyl)(3-methoxybenzyl)amino)benzyl)piperazin-2-one